((4'-cyano-[2,2'-bipyridyl]-4-yl)carbamoyl)piperidine-1-carboxylic acid tert-butyl ester C(C)(C)(C)OC(=O)N1C(CCCC1)C(NC1=CC(=NC=C1)C1=NC=CC(=C1)C#N)=O